(S)-2-((1-(3-(4-isopropylphenyl)-1-methyl-1,2,4-triazol-5-yl)ethyl)carbamoyl)-4-methoxypyridin-3-yl butyrate C(CCC)(=O)OC=1C(=NC=CC1OC)C(N[C@@H](C)C1=NC(=NN1C)C1=CC=C(C=C1)C(C)C)=O